C(N1N=C(C2=CC=CC(=C12)NS(=O)(=O)C=1C=NN(C1)C1=NC=CC(=C1)C(F)(F)F)[2H])([2H])([2H])[2H] N-(1-(methyl-d3)-1H-indazol-7-yl-3-d)-1-(4-(trifluoromethyl)pyridin-2-yl)-1H-pyrazole-4-sulfonamide